ClC1=C(C(NC2=CC=C(C=C12)OCCOC)=O)C#N 4-chloro-6-(2-methoxyethoxy)-2-oxo-1,2-dihydroquinoline-3-carbonitrile